6-Hydroxy-3,4-dihydro-2H-isoquinolin-1-one OC=1C=C2CCNC(C2=CC1)=O